C(C)(CC)C(C(CC)C)(C(CCCCCCCC)CCCCCC)O 4-sec-Butyl-5-hexyl-3-methyl-tridecan-4-ol